FC1=C(C=C)C=CC=C1 2-fluorostyrene